FC(C(=O)O)(F)F.C(C1=CC=CC=C1)C1(CCN(CC1)C(=O)C=1C=C(C=NC1)C1=CC(=NC=C1)C=1NC(=C(N1)C)C)O 4-Benzyl-1-{[2'-(4,5-dimethyl-1H-imidazol-2-yl)-3,4'-bipyridin-5-yl]carbonyl}piperidin-4-ol trifluoroacetate